CCCC1CS1 4,5-epithiopentane